(S)-N-(2-hydroxy-2-methylpropyl)-4-(2-methylpyrrolidine-1-carbonyl)-5-(6-(neopentylamino)-4-(trifluoromethyl)pyridin-3-yl)thiazole-2-carboxamide OC(CNC(=O)C=1SC(=C(N1)C(=O)N1[C@H](CCC1)C)C=1C=NC(=CC1C(F)(F)F)NCC(C)(C)C)(C)C